2h,3h-pyrrolo[3,4-c]Pyridine C1NCC=2C=NC=CC21